CCCCCCCCCCCCCCCCC(=O)OC[C@H](COP(=O)([O-])[O-])OC(=O)CCCCCCCCCCC The molecule is a 1,2-diacyl-sn-glycerol 3-phosphate(2-) in which the phosphatidyl acyl groups at postions 1 and 2 are specified as heptadecanoyl and lauroyl respectively. It is a conjugate base of a 1-heptadecanoyl-2-lauroyl-sn-glycero-3-phosphate.